tert-butyl ((1R,3R)-3-ethoxycyclopentyl)carbamate C(C)O[C@H]1C[C@@H](CC1)NC(OC(C)(C)C)=O